3-(1-naphthyl)-D-alanine C1(=CC=CC2=CC=CC=C12)C[C@@H](N)C(=O)O